CC1(C(N(C(N1CC1(CCC(CC1)NC(=O)NCCCC(F)(F)F)C)=O)COCC[Si](C)(C)C)=O)C 1-(4-((5,5-dimethyl-2,4-dioxo-3-((2-(trimethylsilyl)ethoxy)methyl)imidazolidin-1-yl)methyl)-4-methylcyclohexyl)-3-(4,4,4-trifluorobutyl)urea